[NH4+].S(=O)(=O)(OOCC)OCC ethoxy ethyl sulfate ammonium salt